OCCNCCNCCN N-2-hydroxyethyldiethylenetriamine